CC1=NC(=NC(=C1S(=O)(=O)N1C[C@H]2[C@H](C1)CN(C2)C2CCOCC2)C)C(F)(F)F (3aS,6aS)-5-[4,6-dimethyl-2-(trifluoromethyl)pyrimidin-5-yl]sulfonyl-2-(oxan-4-yl)-1,3,3a,4,6,6a-hexahydropyrrolo[3,4-c]pyrrole